(R)-2-(3-((6-chloro-4,5-dimethylpyridazin-3-yl)amino)piperidin-1-yl)ethyl (4-nitrophenyl) carbonate C(OCCN1C[C@@H](CCC1)NC=1N=NC(=C(C1C)C)Cl)(OC1=CC=C(C=C1)[N+](=O)[O-])=O